[Si](C)(C)(C(C)(C)C)ON1N=CC=C1 ((tert-butyldimethylsilyl)oxy)-1H-pyrazole